3-(5'-fluoro-4,6'-dimethyl-[3,4'-bipyridin]-2'-yl)-5-(pyridazin-3-yl)-1,2,4-oxadiazole FC=1C(=CC(=NC1C)C1=NOC(=N1)C=1N=NC=CC1)C=1C=NC=CC1C